FC=1C=C(C=NC1)CCCNC(C1=C(C=NC=C1)C1=CC(=C(C=C1)OC)I)=O N-(3-(5-fluoropyridin-3-yl)propyl)-3-(3-iodo-4-methoxyphenyl)isonicotinamide